4-methyl-1-[2-(4-methylsulfonylpiperazin-1-yl)propyl]-5-[[2-[6-(2,2,2-trifluoroethyl)cinnolin-4-yl]-2,7-diazaspiro[3.5]nonan-7-yl]methyl]indole-2-carbonitrile CC1=C2C=C(N(C2=CC=C1CN1CCC2(CN(C2)C2=CN=NC3=CC=C(C=C23)CC(F)(F)F)CC1)CC(C)N1CCN(CC1)S(=O)(=O)C)C#N